C(OCI)(OCCOCCOC)=O iodomethyl (2-(2-methoxyethoxy)ethyl) carbonate